C(C)N(CC)CC=CC1=CC=CC=C1 N,N-diethylaminomethylstyrene